CC[C@@]1(C[C@@H]2C[C@@](C3=C(CCN(C2)C1)C4=CC=CC=C4N3)(C5=C(C=C6C(=C5)[C@]78CCN9[C@H]7[C@@](C=CC9)([C@H]([C@@]([C@@H]8N6C)(C(=O)OC)O)OC(=O)C)CC)OC)C(=O)OC)O The molecule is a vinca alkaloid, an indole alkaloid fundamental parent, a methyl ester, an acetate ester, a tertiary alcohol, a tertiary amino compound, an organic heterotetracyclic compound and an organic heteropentacyclic compound.